FC(C1=CC=C(CN2C(CC3(CC3)CC2)C(=O)NC2(CC2)C2=CC=C(C(=O)O)C=C2)C=C1)(F)F 4-(1-(6-(4-(trifluoromethyl)benzyl)-6-azaspiro[2.5]octane-5-carboxamido)cyclopropyl)benzoic acid